FC([C@@H](C1=CC=C(C=C1)F)N1N=CC(=C1)C1=NC(=NC=C1F)C1=CC=2N(C=C1F)N=C(N2)N2C(=CC=C2C)C)(C)F (R)-7-(4-(1-(2,2-difluoro-1-(4-fluorophenyl)propyl)-1H-pyrazol-4-yl)-5-fluoropyrimidin-2-yl)-2-(2,5-dimethyl-1H-pyrrol-1-yl)-6-fluoro-[1,2,4]triazolo[1,5-a]pyridine